C1(CC1)C=1C=C2C=C(NC2=CC1)CN1N=NC=C1 1-((5-cyclopropyl-1H-indol-2-yl)methyl)-1H-1,2,3-triazole